F[B-](F)(F)F.CN1C(=CC2=CC=CC=C12)C 1,2-dimethylindole tetrafluoroborate